FC=1C=C(C=CC1C(=O)N1CCN(CC1)C)C=1C=CC=2N(N1)C(=CN2)C2=CC=C(C#N)C=C2 4-(6-(3-fluoro-4-(4-methylpiperazine-1-carbonyl)phenyl)imidazo[1,2-b]pyridazin-3-yl)benzonitrile